C(C)C1=CC=2C(C3=CC=C(C=C3C(C2C=C1)=O)CC)=O 2,6-diethyl-anthraquinone